3-(aziridin-1-yl)-2-hydroxypropyl neodecanoate C(CCCCCC(C)(C)C)(=O)OCC(CN1CC1)O